O.[Na+].C(C)(=O)N[C@@H](CS)C(=O)[O-] N-acetylcysteine sodium salt monohydrate